1-(4-hydroxyphenyl)-1H-1,2,3-triazole OC1=CC=C(C=C1)N1N=NC=C1